(4-(6-Fluorobenzofuran-3-yl)thiophen-2-yl)-4-oxobutanoic acid FC1=CC2=C(C(=CO2)C=2C=C(SC2)C(C(=O)O)CC=O)C=C1